N-(BUTAN-2-YL)-2-(2-FORMYL-6-METHOXYPHENOXY)ACETAMIDE CC(CC)NC(COC1=C(C=CC=C1OC)C=O)=O